NC=1C2=C(N=CN1)N(C(=C2C2=CC=C(C(=O)NCC1(COC1)F)C=C2)C2=CC(=CC=C2)NC(C(=C)C)=O)C 4-{4-amino-7-methyl-6-[3-(2-methylprop-2-enamido)phenyl]-7H-pyrrolo[2,3-d]pyrimidin-5-yl}-N-[(3-fluorooxetan-3-yl)methyl]benzamide